4-(2'-amino-5-(dimethylcarbamoyl)-[2,3'-bipyridyl]-5'-yl)-1H-pyrrolo[2,3-b]pyridine-2-carboxamide NC1=NC=C(C=C1C1=NC=C(C=C1)C(N(C)C)=O)C1=C2C(=NC=C1)NC(=C2)C(=O)N